[I-].N1C=C(C2=CC=CC=C12)/C=C/C1=CC=[N+](C=C1)C (E)-4-(1H-indol-3-yl-vinyl)-N-methyl-pyridinium iodide